C(N)(=O)C1=C(C2=C(S1)C=CC(=C2)OC(F)(F)F)C2=CC=CC(=N2)[C@H]2[C@@H](C2)C(=O)O trans-2-(6-(2-carbamoyl-5-(trifluoromethoxy)benzo[b]thiophen-3-yl)pyridin-2-yl)cyclopropane-1-carboxylic acid